1H-imidazo[4,5-g]quinoxalin-6(5H)-one N1C=NC=2C1=CC=1N=CC(NC1C2)=O